COC(C(C(=O)OC)(F)F)=O 2,2-Difluoropropanedioic acid dimethyl ester